C(=O)(O)NCCCC([C@H](N)C(=O)O)CC N6-carboxy-3-ethyl-lysine